[Na].C1CCC2=C(C=3CCCC3C=C12)NC(=O)NS(=O)(=O)C1=NN(C(=C1)CN1CCCC1)C N-((1,2,3,5,6,7-Hexahydro-s-indacen-4-yl)carbamoyl)-1-methyl-5-(pyrrolidin-1-ylmethyl)-1H-pyrazole-3-sulfonamide, sodium salt